C1=C(C=CC2=CC=CC=C12)CCNCCCNCC1CCC(C1O)O 5-(((3-((2-(naphthalen-2-yl)ethyl)amino)propyl)amino)methyl)cyclopentane-1,2-diol